BrC1=C(C=C2C(=NC(=NC2=C1Cl)OC[C@]12CCCN2C[C@@H](C1)F)N1C[C@H]2CC[C@@H](C1)N2C(=O)OC(C)(C)C)C(F)F tert-butyl (1R,5S)-3-(7-bromo-8-chloro-6-(difluoromethyl)-2-(((2R,7aS)-2-fluorotetrahydro-1H-pyrrolizin-7a(5H)-yl)methoxy)quinazolin-4-yl)-3,8-diazabicyclo[3.2.1]octane-8-carboxylate